(1R,9R)-6-(2-fluoro-6-((1S)-1-hydroxyethyl)phenyl)-10,10-dimethyl-4-(2-(2-propenoyl)-2,6-diazaspiro[3.4]octan-6-yl)-3-azatricyclo[7.1.1.02,7]undeca-2,4,6-triene-5-carbonitrile FC1=C(C(=CC=C1)[C@H](C)O)C=1C(=C(N=C2[C@H]3C([C@@H](CC12)C3)(C)C)N3CC1(CN(C1)C(C=C)=O)CC3)C#N